C(C)(C)(C)CC(C(O)N)O 3-tert-butyl-Amino-1,2-propanediol